TERT-BUTYL 3,4,5-TRIFLUORO-2-FORMYLPHENYLCARBAMATE FC=1C(=C(C=C(C1F)F)NC(OC(C)(C)C)=O)C=O